OC(C(O)(O)O)NS(=O)(=O)C1=CC(=C(C=C1C)S(=O)(=O)N)C N'-tetrakis-hydroxyethyl-2,5-dimethyl-1,4-benzenedisulfonamide